COC=1C=C(CN2N=CC3=C(C2=O)N(C2=C3SC(=N2)C(F)(F)F)C)C=CC1 6-(3-methoxybenzyl)-4-methyl-2-(trifluoromethyl)-4,6-dihydro-5H-thiazolo[5',4':4,5]pyrrolo[2,3-d]pyridazin-5-one